4-(2-methoxyphenyl)-6-methyl-N-[5-(pyrazine-2-carbonyl)-4H,5H,6H-pyrrolo[3,4-d][1,3]thiazol-2-yl]pyridine-3-carboxamide COC1=C(C=CC=C1)C1=C(C=NC(=C1)C)C(=O)NC=1SC2=C(N1)CN(C2)C(=O)C2=NC=CN=C2